ClCC(=O)N1[C@H](C=2NC3=CC=CC=C3C2C[C@@H]1C(=O)OC)C1=CC=C(C=C1)C(=O)OC (1S,3R)-Methyl 2-(2-chloroacetyl)-2,3,4,9-tetrahydro-1-[4-(methoxycarbonyl)phenyl]-1H-pyrido[3,4-b]indole-3-carboxylate